COC1=CC=C(C2=C1NC=N2)C=2C=NN(C2)C 7-Methoxy-4-(1-methyl-1H-pyrazol-4-yl)-1H-benzoimidazol